3,4-dihydronaphthalene-2-carboxylic acid C1=C(CCC2=CC=CC=C12)C(=O)O